3-((S)-3-((R)-8-(4-benzylpyrimidin-2-yl)-1-oxa-8-azaspiro[4.5]decan-3-ylamino)-2-hydroxypropoxy)-N-methylbenzenesulfonamide C(C1=CC=CC=C1)C1=NC(=NC=C1)N1CCC2(C[C@H](CO2)NC[C@@H](COC=2C=C(C=CC2)S(=O)(=O)NC)O)CC1